NC1=C(C=NC=N1)C1=CC=C(C=C1)OC=1C=NC=CC1 6-amino-5-(4-(pyridin-3-yloxy)phenyl)pyrimidin